(R)-1-[(R)-1-[bis(3,5-xylyl)phosphino]ethyl]-2-[2-[bis(3,5-xylyl)phosphino]phenyl]ferrocene C1(=CC(=CC(=C1)C)C)P([C@H](C)[C-]1C(=CC=C1)C1=C(C=CC=C1)P(C1=CC(=CC(=C1)C)C)C1=CC(=CC(=C1)C)C)C1=CC(=CC(=C1)C)C.[CH-]1C=CC=C1.[Fe+2]